ClC1=C(C=CC=C1)CC(=O)NC1=CC(=C(C=C1)COC1=CC(=CC=C1)S(=O)(=O)C)S(N)(=O)=O 2-(2-chlorophenyl)-N-(4-((3-(S-methylsulfonyl)phenoxy)methyl)-3-sulfamylphenyl)acetamide